C(CCC)OC=1C=C(C=CC1)CCC[C@@H](C(=O)O)N1CCN(CCN(CCN(CC1)[C@H](C(=O)[O-])CO)[C@H](C(=O)[O-])CO)[C@H](C(=O)[O-])CO.[Gd+3] Gadolinium (2s,2'S,2''S)-2,2',2''-{10-[(1S)-4-(3-butoxyphenyl)-1-carboxybutyl]-1,4,7,10-tetraazacyclododecan-1,4,7-triyl}tris(3-hydroxypropanoat)